COC=1C=C(CNC(=O)NC2=CC=C(C=C2)OC(F)(F)F)C=CC1OCCN1CCN(CC1)C1=CC=C(C=C1)OC 1-{3-methoxy-4-{2-[4-(4-methoxyphenyl)piperazin-1-yl]ethoxy}benzyl}-3-(4-trifluoromethoxyphenyl)urea